NC1=C2C(=NC=N1)N(N=C2C2=CC=C(CNC(C1=C(C=CC(=C1)F)OC)=O)C=C2)[C@@H]2C[C@H](CCC2)O trans-N-(4-(4-amino-1-(3-hydroxycyclohexanyl)-1H-pyrazolo[3,4-d]pyrimidin-3-yl)benzyl)-5-fluoro-2-methoxybenzamide